ClC=1C=C(CC=2N(C=3C(=C4CC[C@@H](N(C4=CC3)C(=O)OC)C)N2)C2CCCCC2)C=C(C1)OC (1S,4r)-4-((S)-2-(3-Chloro-5-methoxybenzyl)-6-(methoxycarbonyl)-7-methyl-6,7,8,9-tetrahydro-3H-imidazo[4,5-f]chinolin-3-yl)cyclohexan